F[C@@H]1[C@@H](C1)C(=O)NC=1N=C2N(C=C(N=C2)C2=C3C=NNC3=CC=C2C)C1 (1S,2S)-2-fluoro-N-(6-(5-methyl-1H-indazol-4-yl)imidazo[1,2-a]pyrazin-2-yl)cyclopropanecarboxamide